C1(CC1)C=1N=CN(C1)N1C(C2=CC=CC=C2C(C1)(F)F)=O (4-cyclopropyl-1H-imidazol-1-yl)-4,4-difluoro-3,4-dihydroisoquinolin-1(2H)-one